F\C(\C(=O)OCC)=C/C1=NC(=CC=C1)OC Ethyl (Z)-2-fluoro-3-(6-methoxypyridin-2-yl)acrylate